BrC1=C(C#N)C=CC(=C1)OC(F)(F)F 2-bromo-4-[(trifluoromethyl)oxy]benzonitrile